[Si].[Al].[Cr].[Ni] nickel-chromium aluminum silicon